[N+](=O)([O-])C1=CC=C(C=C1)S(=O)(=O)C1=CC=C(C=C1)[N+](=O)[O-] bis(4-nitrophenyl) sulfone